C(C=C)(=O)OC(C(C)(CCCC)CC)OC(C=C)=O 2-ethyl-2-butylpropanediol diacrylate